C(=O)(O)C1=CC=C(C=C1)N(C1=CC=C(C=C1)N(C1=CC=C(C=C1)C(=O)O)C1=CC=C(C=C1)C(=O)O)C1=CC=C(C=C1)C(=O)O N,N,N',N'-tetrakis(4-carboxyphenyl)-1,4-phenylenediamine